C(CCCCCC)OC1=CC=C(C2=CC=CC=C12)O 4-(n-heptyloxy)-1-naphthol